C(C)O[Si](CCCSSSSCCC[Si](OCC)(OCC)OCC)(OCC)OCC bis-(3-(triethoxysilyl)-propyl)tetrasulfide